(R)-methyl 1-((2-((tert-butoxycarbonyl)amino)propyl)amino)thieno[3,2-f]quinoline-2-carboxylate C(C)(C)(C)OC(=O)N[C@@H](CNC1=C(SC=2C1=C1C=CC=NC1=CC2)C(=O)OC)C